C1(=CC=CC=C1)C(SC(C=O)CC1=CC=CC=C1)SC(C=O)CC1=CC=CC=C1 3'-((phenylmethylene)bis(sulfanediyl))bis(3-phenylpropionaldehyde)